C(=O)(OC(C)(C)C)N1[C@H](CC(CC1)=O)C N-Boc-(S)-2-methylpiperidin-4-one